2-((3bR,4aR)-3-(4-Aminopiperidin-1-carbonyl)-3b,4,4a,5-tetrahydro-1H-cyclopropa[3,4]-cyclopenta[1,2-c]pyrazol-1-yl)-1-(4-(2,3-dimethylphenyl)-4-fluoropiperidin-1-yl)ethanon NC1CCN(CC1)C(=O)C=1C2=C(N(N1)CC(=O)N1CCC(CC1)(F)C1=C(C(=CC=C1)C)C)C[C@@H]1[C@H]2C1